1-isopropyl-4-trifluoromethyl-1H-imidazole C(C)(C)N1C=NC(=C1)C(F)(F)F